FC1(CC(C1)N1N=C(C=CC1=O)C=1C=NN(C1)C1=C(C=C(C=C1)NS(=O)(=O)CCO)N1CCC2(CC2)CC1)F N-(4-(4-(1-(3,3-difluorocyclobutyl)-6-oxo-1,6-dihydropyridazin-3-yl)-1H-pyrazol-1-yl)-3-(6-azaspiro[2.5]octan-6-yl)phenyl)-2-hydroxyethane-1-sulfonamide